C(C)(C)(C)OC(=O)N1C(C2(CCC2)CC1)O 5-hydroxy-6-azaspiro[3.4]octane-6-carboxylic acid tert-butyl ester